6-(tetrahydro-pyran-4-yl)-2-methyl-3-(3-methoxybenzyl)-6,7-dihydropyrrolo[3,4-b]pyridin-5-one O1CCC(CC1)N1CC2=NC(=C(C=C2C1=O)CC1=CC(=CC=C1)OC)C